C1(=CC=C(C=C1)CN1CCC2(CC1)COC1=C3CN(C(C3=CC=C12)=O)C1C(NC(CC1)=O)=O)C1=CC=CC=C1 3-(1'-([1,1'-biphenyl]-4-ylmethyl)-6-oxo-6,8-dihydro-2H,7H-spiro[furo[2,3-e]isoindole-3,4'-piperidin]-7-yl)piperidine-2,6-dione